ammonium allyl-nonyl-phenol C(C=C)C=1C(=C(C=CC1)O)CCCCCCCCC.[NH4+]